1H-1,2,3-triazole-4-carbonitrile trifluoroacetate FC(C(=O)O)(F)F.N1N=NC(=C1)C#N